dihydrogen phosphate choline salt OCC[N+](C)(C)C.P(=O)(O)(O)[O-]